CC1=C(C(CCC1)(C)C)C=CC(CC)=O 1-(2,6,6-trimethyl-1-cyclohexenyl)pent-1-en-3-one